2-Chloro-N-[1-(2-cyclopropylpyridin-4-yl)-1H-indazol-4-yl]-5-{[(3-hydroxy-2,2-dimethylpropionyl)amino]methyl}benzamide ClC1=C(C(=O)NC2=C3C=NN(C3=CC=C2)C2=CC(=NC=C2)C2CC2)C=C(C=C1)CNC(C(CO)(C)C)=O